4-hydroxy-5-((R)-5H-imidazo[5,1-a]isoindol-5-yl)-4,5,6,7-tetrahydrobenzo[d]thiazole-2-carboxamide OC1C(CCC2=C1N=C(S2)C(=O)N)[C@H]2N1C(C3=CC=CC=C23)=CN=C1